10,10-dimethyl-9,10-dihydro-anthracene-9-ol CC1(C=2C=CC=CC2C(C2=CC=CC=C12)O)C